NC1=C(C(=O)OC)C=C(C=C1)OCC1=CC(=CC(=C1)F)F Methyl 2-amino-5-((3,5-difluorobenzyl)oxy)benzoate